dichloro[1,3-bis(diphenylphosphino)propane] palladium [Pd].ClC(CP(C1=CC=CC=C1)C1=CC=CC=C1)(CP(C1=CC=CC=C1)C1=CC=CC=C1)Cl